N-Phenyl-5-(2-(piperidin-4-yloxy)phenyl)furan-2-carboxamide C1(=CC=CC=C1)NC(=O)C=1OC(=CC1)C1=C(C=CC=C1)OC1CCNCC1